CS(=O)(=O)O.C(C=C)(=O)N acrylamide methanesulfonate salt